1-[3-(hydroxymethyl)pyrrolidin-1-yl]Butan-1-one OCC1CN(CC1)C(CCC)=O